C[C@@]12CCCC(C1CCC34C2CCC(C3)(CC4)C)(C)C ent-beyerane